4-[2-[2-Methyl-5-(trifluoromethyl)pyrazol-3-yl]sulfonyl-2,6-diazaspiro[3.3]heptan-6-yl]tetrahydropyran-4-carbonitrile CN1N=C(C=C1S(=O)(=O)N1CC2(C1)CN(C2)C2(CCOCC2)C#N)C(F)(F)F